[C@H]12CC(C[C@H](CC1)N2)NC(=O)C2=CC1=C(OC(C(N1)=O)C)C=C2 N-[(1R,3R,5S)-8-azabicyclo[3.2.1]oct-3-yl]-2-methyl-3-oxo-3,4-dihydro-2H-benzo[b][1,4]oxazine-6-carboxamide